CC=1C=C(NCCO)C=CC1 3-methyl-N-(beta-hydroxyethyl)-aniline